2,2'-((3,4-dimethoxyphenyl)methylene)bis(3-hydroxy-5,5-dimethylcyclohex-2-en-1-one) COC=1C=C(C=CC1OC)C(C=1C(CC(CC1O)(C)C)=O)C=1C(CC(CC1O)(C)C)=O